4-[4-(4-chlorophenyl)-6-phenyl-1,3,5-triazin-2-yl]benzonitrile ClC1=CC=C(C=C1)C1=NC(=NC(=N1)C1=CC=CC=C1)C1=CC=C(C#N)C=C1